1-amino-4-methyl-9,10-dioxo-9,10-dihydroanthracene NC1=CC=C(C=2C(C3=CC=CC=C3C(C12)=O)=O)C